(Z)-N-9-octadecenylpropane-1,3-diamine C(CCCCCCC\C=C/CCCCCCCC)NCCCN